N1=CNC=2CN([C@@H](CC21)C(=O)OCC2=CC=CC=C2)C(=O)OC(C)(C)C 6-benzyl 5-(tert-butyl) (S)-3,4,6,7-tetrahydro-5H-imidazo[4,5-c]pyridine-5,6-dicarboxylate